1-methyl-1H-pyrazol-4-yl-1H-indazol CN1N=CC(=C1)N1N=CC2=CC=CC=C12